C(C)(C)(C)OC(N[C@H](CO)C1=CC(=CC=C1)C=1OC=CC1)=O (S)-(1-(3-(furan-2-yl)phenyl)-2-hydroxyethyl)carbamic acid tert-butyl ester